OCCCC1=C(C(=C(C(=O)N)C=C1)OC)C (3-hydroxypropyl)-2-methoxy-methylbenzamide